OCC1=CC=CC2=C1SC1=C2C=CC=C1CO 4,6-di(hydroxymethyl)-dibenzo[b,d]thiophene